OCC(C)(C)C=1C=C(C=CC1)C(C(=O)N)C1=CC=C(C=C1)C1=CC=2N(C=C1)N=CN2 [3-(1-Hydroxy-2-methylpropan-2-yl)phenyl]-2-[4-([1,2,4]triazolo[1,5-a]pyridin-7-yl)phenyl]acetamide